1-(2-(2,2,2-trifluoroacetamido)acetoyloxy)-2-methylpropyl (S)-1-(2-chlorophenyl)-2-oxocyclohexylmethylcarbamate ClC1=C(C=CC=C1)[C@]1(C(CCCC1)=O)CNC(OC(C(C)C)OC(CNC(C(F)(F)F)=O)=O)=O